N-{[3-(methylsulfanyl)-1,2,4-triazin-6-yl]methyl}cyclopentanecarboxamide CSC=1N=NC(=CN1)CNC(=O)C1CCCC1